(S)-3-(3-(1-amino-2,3-dihydro-1H-inden-5-yl)-5-(4-methoxy-1H-pyrazol-1-yl)-3H-imidazo[4,5-b]pyridin-2-yl)pyridin-2-amine N[C@H]1CCC2=CC(=CC=C12)N1C(=NC=2C1=NC(=CC2)N2N=CC(=C2)OC)C=2C(=NC=CC2)N